FC1=C(OC2CCN(CC2)C=2N=C3C(=NC2C=2C=NN(C2)CC)CN(CC3)S(=O)(=O)N)C=CC(=C1)F (4-(2,4-difluorophenoxy)piperidin-1-yl)-3-(1-ethyl-1H-pyrazol-4-yl)-7,8-dihydropyrido[3,4-b]pyrazine-6(5H)-sulfonamide